N1N=NN=C1CCC=1N=C(C=2N(C1)C=CN2)C2=CC=C(C=C2)C(C)(C)C 6-(2-(1H-tetrazol-5-yl)ethyl)-8-(4-(tert-butyl)phenyl)imidazo[1,2-a]pyrazine